5-(3-(bromomethyl)phenyl)-3-methyl-1,2,4-oxadiazole BrCC=1C=C(C=CC1)C1=NC(=NO1)C